3-(3-fluorophenoxy)-N-methylbenzamide FC=1C=C(OC=2C=C(C(=O)NC)C=CC2)C=CC1